CC=1N(C(=CC1)C)C=1SC2=NC(=CC=C2N1)OC1=CC=CC=C1 2-(2,5-dimethyl-1H-pyrrol-1-yl)-5-phenoxythiazolo[5,4-b]pyridine